FC(OC1=C(N)C=CC=C1C=1C=NN(C1)C)F 2-(difluoromethoxy)-3-(1-Methyl-1H-pyrazol-4-yl)aniline